(2r,3r,4r,5s)-3,4,5-tris(benzyloxy)-2-methyl-1-(((1s,4s)-4-vinylcyclohexyl)methyl)piperidine C(C1=CC=CC=C1)O[C@@H]1[C@H](N(C[C@@H]([C@H]1OCC1=CC=CC=C1)OCC1=CC=CC=C1)CC1CCC(CC1)C=C)C